OC[C@H](C(=O)OC1CC2CCC(C1)N2C)C2=CC=CC=C2 8-methyl-8-azabicyclo[3.2.1]octan-3-yl (R)-3-hydroxy-2-phenylpropanoate